COC1=C(C=C(C(=C1)OC)NC1=NC=CC(=N1)C1=CN(C2=CC=CC=C12)C)N 4,6-dimethoxy-N-[4-(1-methyl-1H-indol-3-yl)-pyrimidin-2-yl]-1,3-phenylenediamine